rac-6-((3r,4r)-3,4-dimethylpyrrolidin-1-yl)quinoline-4-carboxylic acid tert-butyl ester C(C)(C)(C)OC(=O)C1=CC=NC2=CC=C(C=C12)N1C[C@@H]([C@H](C1)C)C |r|